(2-(3-(4-trifluoromethylbenzyl)-4-methyl-2-oxo-2H-chromen-7-yloxy)ethoxy)-3-(benzenesulfonyl)-1,2,5-oxadiazol-2-oxide FC(C1=CC=C(CC=2C(OC3=CC(=CC=C3C2C)OCCOC=2C(=[N+](ON2)[O-])S(=O)(=O)C2=CC=CC=C2)=O)C=C1)(F)F